N1=CC(=CC=C1)CC(=O)N1CCC2(C(C2)CNC(=O)C2=CC=3C=NC=CC3N2)CC1 N-[[6-[2-(3-pyridyl)acetyl]-6-azaspiro[2.5]octan-2-yl]methyl]-1H-pyrrolo[3,2-c]pyridine-2-carboxamide